3-((4-(1,1-Difluoroethyl)-6-oxo-1,6-dihydropyrimidin-5-yl)oxy)-5-methylbenzonitrile FC(C)(F)C=1N=CNC(C1OC=1C=C(C#N)C=C(C1)C)=O